C1(=CC(=CC=2C(=CC=CC12)S(=O)(=O)[O-])S(=O)(=O)[O-])S(=O)(=O)[O-].[Na+].[Na+].[Na+] sodium 1,3,5-naphthalenetrisulfonate